C[C@@H]1N(CC1)C=1N=C(C2=C(N1)CCC2)C=2C=C1C=CNC(C1=CC2)=O 6-[2-[(2S)-2-methylazetidin-1-yl]-6,7-dihydro-5H-cyclopenta[d]pyrimidin-4-yl]-2H-isoquinolin-1-one